(S)-tert-butyl (3-(2-(1-(3-(4-chlorophenyl)pyridin-2-yl)-2-(3,5-difluorophenyl)ethylamino)-2-oxoethyl)-1H-indol-5-yl)methylcarbamate ClC1=CC=C(C=C1)C=1C(=NC=CC1)[C@H](CC1=CC(=CC(=C1)F)F)NC(CC1=CNC2=CC=C(C=C12)CNC(OC(C)(C)C)=O)=O